C(#N)C1=CC=C(C=C1)NC1(CCCC1)C(=O)N1CCN(CC1)C1=NC=C(C(=O)N(C)C)C=C1 6-(4-(1-((4-cyano-phenyl)amino)cyclopentane-1-carbonyl)piperazine-1-yl)N,N-dimethylnicotinamide